(S)-1-((4-((S)-2-methoxy-1-((S)-2-oxo-4-(trifluoromethyl)imidazolidin-1-yl)ethyl)pyridin-2-yl)amino)-1-oxo-3-((1,1,1-trifluoro-2-methylpropan-2-yl)oxy)propan COC[C@@H](N1C(N[C@@H](C1)C(F)(F)F)=O)C1=CC(=NC=C1)NC(CCOC(C(F)(F)F)(C)C)=O